OC=1C(=C2CCC(OC2=C(C1C)C)(C)CCCC(CCCC(CCCC(C(=O)O)C)C)C)C 13-(6-hydroxy-2,5,7,8-tetramethylchroman-2-yl)-2,6,10-trimethyltridecanoic acid